N5-(4-methylpentan-2-yl)-N2-phenylpyrimidine-2,5-diamine CC(CC(C)NC=1C=NC(=NC1)NC1=CC=CC=C1)C